[H-].[Sr+2].[H-] strontium hydride